NC1=NC(=C(C=C1C=1C=C2CCNC(C2=CC1)=O)C=1C=CC2=C(OCCN2C)C1)F 6-(2-amino-6-fluoro-5-(4-methyl-3,4-dihydro-2H-benzo[b][1,4]oxazin-7-yl)pyridin-3-yl)-3,4-dihydroisoquinolin-1(2H)-one